N(N)[C@@H]1CNCCC1 (S)-3-hydrazinopiperidine